S1C(=NC2=C1C=CC=C2)NC(=O)C=2C=CC=C1CCN(CC21)C2=CC=C(C(=N2)C(=O)OC(C)(C)C)C=2C=NN(C2)CC21CC3(CC(CC(C2)C3)C1)OCCOC tert-butyl 6-[8-(1,3-benzothiazol-2-ylcarbamoyl)-3,4-dihydroisoquinolin-2(1H)-yl]-3-(1-{[3-(2-methoxyethoxy)tricyclo[3.3.1.13,7]dec-1-yl]methyl}-1H-pyrazol-4-yl)pyridine-2-carboxylate